FC=1C(=NC(=NC1)N1CCC(CC1)C(=O)N1OCC[C@H]1C=1C=NC=C(C1)C)N1C(C2(CC2)CC1)=O 5-[5-fluoro-2-[4-[(3S)-3-(5-methylpyridin-3-yl)-1,2-oxazolidine-2-carbonyl]piperidin-1-yl]pyrimidin-4-yl]-5-azaspiro[2.4]heptan-4-one